2,5-disulfobenzaldehyde S(=O)(=O)(O)C1=C(C=O)C=C(C=C1)S(=O)(=O)O